(1S,2S)-2-(7-chloro-2-oxo-2,3-dihydro-1H-benzo[d]imidazole-5-carbonyl)cyclopropanecarboxylic acid ClC1=CC(=CC2=C1NC(N2)=O)C(=O)[C@@H]2[C@H](C2)C(=O)O